CC1=NC=CC(=C1)P(C1=CC=CC=C1)(C1=CC=CC=C1)=O (2-methylpyridin-4-yl)diphenylphosphine oxide